(1,5-cyclooctadiene) platinum dichloride [Pt](Cl)Cl.C1=CCCC=CCC1